1-((3R,4S)-3-fluoro-4-((6-fluoro-5-(1-((S)-1-fluoropropan-2-yl)-1H-benzo[d][1,2,3]triazol-6-yl)-4-methoxypyrrolo[2,1-f][1,2,4]triazin-2-yl)amino)piperidin-1-yl)-2-hydroxyethan-1-one F[C@@H]1CN(CC[C@@H]1NC1=NN2C(C(=N1)OC)=C(C(=C2)F)C=2C=CC1=C(N(N=N1)[C@H](CF)C)C2)C(CO)=O